5-methoxypyridine-2-carboxylic acid imide hydrochloride Cl.COC=1C=CC(=NC1)C(O)=N